(S)-1-(2-(4-(quinolin-5-yloxy)piperidin-1-yl)acetyl)pyrrolidine-2-carbonitrile N1=CC=CC2=C(C=CC=C12)OC1CCN(CC1)CC(=O)N1[C@@H](CCC1)C#N